CC(C)N1CCC(CC1)C(=O)O 1-(Propan-2-yl)piperidine-4-carboxylic acid